1-amino-7,7-dimethyl-6,7-dihydro-5H-cyclopenta[d]pyridazine-5-carboxamide NC1=NN=CC2=C1C(CC2C(=O)N)(C)C